[P].[Co].[Ni].CCC(CC)N1N=CC(=C1)C=1C=2N(C=C(N1)C=1C=NN(C1)CC(CO)O)N=CC2 3-(4-(4-(1-(pent-3-yl)-1H-pyrazol-4-yl)pyrazolo[1,5-a]pyrazin-6-yl)-1H-pyrazol-1-yl)propane-1,2-diol nickel cobalt phosphorus